4,6-bis(trichloromethyl)s-triazine ClC(C1=NC=NC(=N1)C(Cl)(Cl)Cl)(Cl)Cl